COC1=NNC=C1C(=O)NC1=NC(=CC=C1)C=1N2C(=NN1)CC[C@@H]2C 3-methoxy-N-(6-((S)-5-methyl-6,7-dihydro-5H-pyrrolo[2,1-c][1,2,4]triazol-3-yl)pyridin-2-yl)-1H-pyrazole-4-carboxamide